N[C@H]1[C@@H](COCC1)O (3S,4R)-4-aminooxacyclohexane-3-ol